4-(2-(pyridin-3-yl)thiazol-5-yl)phenyl 2-bromo-4-fluorobenzenesulfonate BrC1=C(C=CC(=C1)F)S(=O)(=O)OC1=CC=C(C=C1)C1=CN=C(S1)C=1C=NC=CC1